NC(CCN(NC([C@H](CC1CCCCC1)NC(=O)C1=NOC(=C1)C)=O)C(CCl)=O)=O (S)-N-(1-(2-(3-amino-3-oxo-propyl)-2-(2-chloroacetyl)hydrazino)-3-cyclohexyl-1-oxo-propan-2-yl)-5-methylisoxazole-3-carboxamide